2-methylpropan-2-yl {[(3r,4r)-4-methyltetrahydro-1H-pyrrol-3-yl] amino}carboxylate C[C@H]1[C@H](CNC1)NC(=O)OC(C)(C)C